1-(2-(6-methoxynaphthalen-1-yl)ethyl)pyrrolidine COC=1C=C2C=CC=C(C2=CC1)CCN1CCCC1